4-((1H-pyrazol-1-yl)methyl)-2-fluorobenzonitrile N1(N=CC=C1)CC1=CC(=C(C#N)C=C1)F